4-((4-bromo-2-oxopyridin-1(2H)-yl)methyl)piperidine-1-carboxylic acid tert-butyl ester C(C)(C)(C)OC(=O)N1CCC(CC1)CN1C(C=C(C=C1)Br)=O